2-(tert-Butyl)-2'-isopropyl-1'H-spiro[benzo[d][1,3]oxazine-4,4'-isoquinoline]-1',3'(2'H)-dione C(C)(C)(C)C=1OC2(C(N(C(C3=CC=CC=C23)=O)C(C)C)=O)C2=C(N1)C=CC=C2